2-(4-tert-butyl-5-chloro-2-methyl-phenyl)-5-(2-oxo-1H-pyrimidin-4-yl)-1H-1,6-naphthyridin-4-one C(C)(C)(C)C1=CC(=C(C=C1Cl)C=1NC2=CC=NC(=C2C(C1)=O)C1=NC(NC=C1)=O)C